NC=1C(=C(OC=2C(=C(C(=O)OC(C)(C)C)C(=CC2)[N+](=O)[O-])C)C(=C(C1)F)F)Cl tert-butyl 3-(3-amino-2-chloro-5,6-difluorophenoxy)-2-methyl-6-nitrobenzoate